(1S,2R,SR)-ethyl 4-oxo-3,8-diazabicyclo[3.2.1]octane-2-carboxylate O=C1N[C@H]([C@@H]2CC[C@@H]1N2)C(=O)OCC |&1:7|